(6-(furan-3-yl)benzofuran-2-yl)(2,8-diazaspiro[4.5]dec-2-yl)methanone O1C=C(C=C1)C1=CC2=C(C=C(O2)C(=O)N2CC3(CC2)CCNCC3)C=C1